N=1C=CN2C1CN(CC2)C2=CC=C(C=C2)C2=NNC=1C2=NN(C(C1)=O)C1=C(C=CC=C1C)F 3-(4-(5,6-Dihydroimidazolo[1,2-a]pyrazin-7(8H)-yl)phenyl)-5-(2-fluoro-6-methylphenyl)-1H-pyrazolo[4,3-c]pyridazin-6(5H)-on